C12N(CCNC2C1)C1=CC=C2C(=NN(C2=C1)C)N1C(NC(CC1)=O)=O 1-(6-{2,5-diazabicyclo[4.1.0]heptan-2-yl}-1-methylindazol-3-yl)-1,3-diazinane-2,4-dione